FC=1C=C(C=CC1O)CCC1CCN(CC1)C(=O)OC(C)(C)C tert-butyl 4-[2-(3-fluoro-4-hydroxy-phenyl)ethyl]piperidine-1-carboxylate